ClC1=CC=CC(=N1)N1N=C(C(=C1)C=O)O 1-(6-chloropyridin-2-yl)-3-hydroxy-1H-pyrazole-4-carbaldehyde